P(=O)(O)(O)O.NC1=NC(=NC=C1CO)C 4-amino-5-hydroxymethyl-2-methylpyrimidine phosphate